CC1=C(C=CC=C1)SC1=CC=C(C=C1)C(CCCCCCC)=O 1-[4-(2-methylphenylsulfanyl)phenyl]-octane-1-one